C1(=CC=CC2=CC=C(C=C12)C(=O)[O-])C(=O)[O-] 1,7-Naphthalenedicarboxylate